C(C)(C)(C)NC1=C(C=CC(=C1)C(=O)OC)C1=CC=C(C=C1)C1=CC=CC=C1 methyl 2-(tert-butylamino)-[1,1':4',1''-terphenyl]-4-carboxylate